6-((endo-8-Azabicyclo[3.2.1]octan-3-yl)oxy)-N-(4-([1,2,4]triazolo[1,5-a]pyridin-7-yloxy)-3-methylphenyl)quinazolin-4-amine 2,2,2-trifluoroacetate FC(C(=O)O)(F)F.C12CC(CC(CC1)N2)OC=2C=C1C(=NC=NC1=CC2)NC2=CC(=C(C=C2)OC2=CC=1N(C=C2)N=CN1)C